[NH3]=O.[W] tungsten ammonia oxide